O1CCC(CC1)C=1SC(=C(N1)C(NCC1=C(C=CC=C1)C(F)(F)F)=O)NC(OC(C)(C)C)=O tert-butyl (2-(tetrahydro-2H-pyran-4-yl)-4-((2-(trifluoromethyl)benzyl) carbamoyl)thiazol-5-yl)carbamate